C(C)(=O)OC1=C(C(=NN1C1=CC=CC=C1)C)C(C=1OC2=C(C1NS(=O)(=O)C1=CC=C(C=C1)C)C=CC=C2)C2=CC=C(C=C2)C(C)C (-)-4-((4-Isopropylphenyl)(3-((4-methylphenyl)sulfonamido)benzofuran-2-yl)methyl)-3-methyl-1-phenyl-1H-pyrazol-5-yl acetate